di(4-tertiary butyl-benzoic acid) aluminum hydroxide [OH-].[Al+3].C(C)(C)(C)C1=CC=C(C(=O)O)C=C1.C(C)(C)(C)C1=CC=C(C(=O)O)C=C1.[OH-].[OH-]